(S)-4-(3-(2-methoxypyridin-3-yl)pyrazolo[1,5-a]pyrimidin-5-yl)piperazine-1-carboxylic acid tetrahydrofuran-3-yl ester O1C[C@H](CC1)OC(=O)N1CCN(CC1)C1=NC=2N(C=C1)N=CC2C=2C(=NC=CC2)OC